FC(OC1=C(C=CC(=C1)C(F)(F)F)C=1C=2N(C(=NN1)N[C@H]1CN(CCC1)C)N=C(C2)C)F 4-[2-(difluoromethoxy)-4-(trifluoromethyl)phenyl]-2-methyl-N-[(3R)-1-methylpiperidin-3-yl]pyrazolo[1,5-d][1,2,4]triazin-7-amine